N-[4-[4-[6-chloro-4-(trifluoromethyl)-2-pyridyl]piperazin-1-yl]sulfonylphenyl]-2-methoxy-5-[[3-(4-piperidyl)propylamino]methyl]benzamide ClC1=CC(=CC(=N1)N1CCN(CC1)S(=O)(=O)C1=CC=C(C=C1)NC(C1=C(C=CC(=C1)CNCCCC1CCNCC1)OC)=O)C(F)(F)F